Cl.CC(C(=O)O)(CN1C(N2[C@@H](CC1)CNCC2)=S)C (S)-2,2-dimethyl-3-(6-thioxotetrahydro-1H-pyrazino[1,2-c]pyrimidin-7(2H,6H,8H)-yl)propanoic acid hydrochloride